C1(=CC=CC=C1)C=1C=C(C(=NC1)N)C1=CC(=C(C(=C1)OC)OC)OC 5-phenyl-3-(3,4,5-trimethoxy-phenyl)pyridin-2-amine